N-(4-((3-chloro-4-fluorophenyl)carbamoyl)-6,7-dihydro-5H-cyclopenta[b]pyridin-7-yl)carbamate ClC=1C=C(C=CC1F)NC(=O)C1=C2C(=NC=C1)C(CC2)NC([O-])=O